1-(4-methylthiazol-2-yl)-2-(triphenyl-λ5-phosphanylidene)ethan-1-one CC=1N=C(SC1)C(C=P(C1=CC=CC=C1)(C1=CC=CC=C1)C1=CC=CC=C1)=O